2-chloro-N-[3-(dimethylsulfamoyl)phenyl]acetamide ClCC(=O)NC1=CC(=CC=C1)S(N(C)C)(=O)=O